(1aS,9bS)-2,2-dimethyl-1a,9b-dihydro-2H,6H-oxireno[2,3-c]pyrano[3,2-g]chromen-6-one CC1(OC=2C=C3C(=CC2[C@H]2[C@@H]1O2)C=CC(O3)=O)C